[2-(tert-Butoxycarbonyl)-7-{[(3R)-3-methyl-3,4-dihydro-1H-isoquinolin-2-yl]carbonyl}-3,4-dihydro-1H-isoquinolin-6-yl]-1,2-dimethylpyrrole-3-carboxylic acid C(C)(C)(C)OC(=O)N1CC2=CC(=C(C=C2CC1)C=1C(=C(N(C1)C)C)C(=O)O)C(=O)N1CC2=CC=CC=C2C[C@H]1C